C(C1=CC=CC=C1)OC[C@H](C(=O)OC)C[C@@H](C(=O)OC)NC(=O)OC(C)(C)C dimethyl (2R,4S)-2-(benzyloxymethyl)-4-(tert-butoxycarbonylamino)-pentanedioate